FC1=CC=C(C=C1)N(C1=NC=C(C(=O)N(C)OC)C=C1)C 6-((4-fluorophenyl)(methyl)amino)-N-methoxy-N-methylnicotinamide